3-(4-amino-3-((1-cyclopropyl-6-fluoro-1H-benzo[d]imidazol-5-yl)ethynyl)-7-propionyl-1H-pyrazolo[4,3-c]pyridin-1-yl)pyrrolidin NC1=NC=C(C2=C1C(=NN2C2CNCC2)C#CC2=CC1=C(N(C=N1)C1CC1)C=C2F)C(CC)=O